NCCCOC(NCCCCNCCCN)=O (3-aminopropyl)[4-[(3-aminopropyl)amino]butyl]carbamate